NC1=C(C=C(C=C1)C#N)NC(=S)N[C@@H](C(C)C)C=1OC2=C(C1C)C=C(C=C2)F (S)-1-(2-amino-5-cyanophenyl)-3-(1-(5-fluoro-3-methylbenzofuran-2-yl)-2-methylpropyl)thiourea